ClC=1C=C(C=CC1Cl)C=1N(C(=CC(C1C(=O)O)=O)CN1N=C(C=C1C(F)(F)F)C)CC 2-(3,4-dichlorophenyl)-1-ethyl-6-[[3-methyl-5-(trifluoromethyl)pyrazol-1-yl]methyl]-4-oxo-pyridine-3-carboxylic acid